FC(C1=CC=C(C=C1)C1=C(CCCC2=C1C=CC(=C2)C(=O)O)CC(C)C)(C2CN(C2)CCCF)F 9-(4-(difluoro(1-(3-fluoropropyl)azetidin-3-yl)methyl)phenyl)-8-isobutyl-6,7-dihydro-5H-benzo[7]annulene-3-carboxylic acid